N[C@@H]1CN(CC[C@H]1C1=CC(=CC(=C1)F)Cl)C(=O)C=1C=2N(C=CC1)C=NC2 ((3S,4S)-3-amino-4-(3-chloro-5-fluorophenyl)piperidin-1-yl)(imidazo[1,5-a]pyridin-8-yl)methanone